1-((3-((4,5-dimethylthiazol-2-yl)carbamoyl)-4-methylphenyl)amino)-3,6,9,12,15-pentaoxaoctadecan-18-oic acid CC=1N=C(SC1C)NC(=O)C=1C=C(C=CC1C)NCCOCCOCCOCCOCCOCCC(=O)O